FC(C1=CC=CC(=N1)C(=O)NN)(F)F 6-(trifluoromethyl)picolinohydrazide